O.O.[Cu](Cl)Cl Copper(II) chloride di-hydrate